butyl (1-(6-bromo-8-fluoroquinolin-4-yl)ethyl)carbamate BrC=1C=C2C(=CC=NC2=C(C1)F)C(C)NC(OCCCC)=O